5-bromo-3-(pyrimidin-5-yl)-1-((2-(trimethylsilyl)ethoxy)methyl)-1H-pyrazolo[3,4-b]pyridine BrC=1C=C2C(=NC1)N(N=C2C=2C=NC=NC2)COCC[Si](C)(C)C